3-(8-Amino-6-(trifluoromethyl)imidazo[1,2-a]pyrazin-3-yl)-N-(trans-4-hydroxycyclohexyl)-4-methylbenzenesulfonamide NC=1C=2N(C=C(N1)C(F)(F)F)C(=CN2)C=2C=C(C=CC2C)S(=O)(=O)N[C@@H]2CC[C@H](CC2)O